C(C)(C)(C)[SiH2]N Tertiary butyl-silaneamine